BrC=1C=2N(C=C(C1)S(=O)(=O)N(CC1=CC=C(C=C1)OC)C1(CC1)C#N)C=CN2 8-bromo-N-(1-cyanocyclopropyl)-N-(4-methoxybenzyl)imidazo[1,2-a]pyridine-6-sulfonamide